C1(CC1)C=1N=NN(C1CO[C@H]1[C@@H]2CN([C@H](C1)C2)C2=C(C=C(C=C2)CCC(=O)O)F)C2=C(C=CC=C2Cl)Cl 3-[4-[(1S,4S,5R)-5-[[4-cyclopropyl-1-(2,6-dichlorophenyl)-1H-1,2,3-triazol-5-yl]methoxy]-2-azabicyclo[2.2.1]heptan-2-yl]-3-fluorophenyl]propanoic acid